C(C)(C)N1C(N(C=2N=NC=3C=CC(=CC3C21)C=2C=NC(=CC2)C(CCC)OCCN2CCCC2)C)=O 1-isopropyl-3-methyl-8-(6-(1-(2-(pyrrolidin-1-yl)ethoxy)butyl)pyridin-3-yl)-1H-imidazo[4,5-c]cinnolin-2(3H)-one